2,2'-bis(2-hydroxyethoxy)-3,3'-diphenyl-1,1'-binaphthyl OCCOC1=C(C2=CC=CC=C2C=C1C1=CC=CC=C1)C1=C(C(=CC2=CC=CC=C12)C1=CC=CC=C1)OCCO